FC=1C=C(C=CC1)NC(N)=O 3-(3-fluoro-phenyl)-urea